C(C)(C)(C)OC(=O)N1CC(C1)\C=C/1\C(N(CC1)C(=O)OC(C)(C)C)=O tert-butyl (3E)-3-{[1-(tert-butoxycarbonyl)azetidin-3-yl]methylidene}-2-oxopyrrolidine-1-carboxylate